ClC1=C(C=CC=C1)CC(=O)NC1=CC(=C(C=C1)C1=CC=C(C=C1)Cl)S(N)(=O)=O 2-(2-chlorophenyl)-N-(4'-chloro-2-sulfamoylbiphenyl-4-yl)acetamide